(S)-ethyl 8-(2-amino-6-((R)-1-(4-(chroman-6-yl)-2-(3-methyl-1H-pyrazol-1-yl)phenyl)-2,2,2-trifluoroethoxy)pyrimidin-4-yl)-2,8-diazaspiro[4.5]decane-3-carboxylate NC1=NC(=CC(=N1)N1CCC2(C[C@H](NC2)C(=O)OCC)CC1)O[C@@H](C(F)(F)F)C1=C(C=C(C=C1)C=1C=C2CCCOC2=CC1)N1N=C(C=C1)C